4-aminopentanoic acid NC(CCC(=O)O)C